C(C1=CC=CC=C1)(=O)N1C(N(C=CC1=O)[C@H]1[C@@H]([C@@H]([C@H](O1)C=O)O[Si](C)(C)C(C)(C)C)CCC)=O (2s,3s,4r,5r)-5-(3-benzoyl-2,4-dioxo-3,4-dihydropyrimidin-1(2H)-yl)-3-((tert-butyldimethylsilyl)oxy)-4-propyltetrahydrofuran-2-carbaldehyde